N-ethyl-5-fluoro-2-{1-methyl-6-[3-({[(1r,4r)-4-ethanesulfonamidocyclohexyl]methyl}amino)azetidin-1-yl]-1H-indazol-4-yl}-N-(isopropyl)benzamide C(C)N(C(C1=C(C=CC(=C1)F)C1=C2C=NN(C2=CC(=C1)N1CC(C1)NCC1CCC(CC1)NS(=O)(=O)CC)C)=O)C(C)C